CC1C(CC(C(C1)=O)C)=O racemic-2,5-dimethylcyclohexane-1,4-dione